ClC1=NC=CC(=C1)OC[C@@H]1CN([C@H](O1)C(F)(F)F)C1=CC(=C(C#N)C=C1)C(F)(F)F 4-((2R,5S)-5-(((2-chloropyridin-4-yl)oxy)methyl)-2-(trifluoromethyl)oxazolidin-3-yl)-2-(trifluoromethyl)benzonitrile